1-[5-(4-methanesulfonylphenyl)-1H-pyrrolo[2,3-b]pyridine-3-carbonyl]-4-phenylpiperidine CS(=O)(=O)C1=CC=C(C=C1)C=1C=C2C(=NC1)NC=C2C(=O)N2CCC(CC2)C2=CC=CC=C2